2-((4-(methoxymethyl)benzyl)oxy)-5-(4-(trifluoromethyl)-1H-pyrrol-2-yl)pyridin-4-ol COCC1=CC=C(COC2=NC=C(C(=C2)O)C=2NC=C(C2)C(F)(F)F)C=C1